ClC1=CC=C(C(=N1)F)C(C)(F)F 6-chloro-3-(1,1-difluoroethyl)-2-fluoro-pyridine